C(C)OC(CC\C=C/C\C=C\COC(C)=O)=O (4Z,7E)-9-acetoxynon-4,7-dienoic acid ethyl ester